The molecule is the spiroketal resulting from the formal condensation of 4-tert-butylcyclohexanone with 3-[ethyl(propyl)amino]propane-1,2-diol. An inhibitor of ergosterol synthesis, it is a broad spectrum agricultural fungicide used particularly against powdery mildew in the production of cereals, bananas and grapes. It has a role as a sterol biosynthesis inhibitor, a xenobiotic, an environmental contaminant and an antifungal agrochemical. It is a dioxolane, a tertiary amino compound and a spiroketal. CCCN(CC)CC1COC2(O1)CCC(CC2)C(C)(C)C